(2E)-3-phenylpropan-2-enealdehyde C1(=CC=CC=C1)/C=C/C=O